1-(1-morpholinopropan-2-yl)-1H-pyrazole-5-carboxylic acid O1CCN(CC1)CC(C)N1N=CC=C1C(=O)O